4-(6-((4-(methylsulfonyl)phenyl)amino)-1H-pyrazolo[3,4-d]pyrimidin-1-yl)benzonitrile CS(=O)(=O)C1=CC=C(C=C1)NC1=NC=C2C(=N1)N(N=C2)C2=CC=C(C#N)C=C2